1-bromo-2-methyl-4-acetoxyl-2-butene BrCC(=CCOC(=O)C)C